(R)-3-(3-(7-(1-(1-methylpiperidin-4-yl)-1H-pyrazol-4-yl)-5H-pyrrolo[2,3-b]pyrazin-2-yl)-5-(2-methylpyrrolidin-1-yl)phenyl)oxetan-3-ol CN1CCC(CC1)N1N=CC(=C1)C1=CNC2=NC=C(N=C21)C=2C=C(C=C(C2)N2[C@@H](CCC2)C)C2(COC2)O